2-oxo-1,2-dihydropyridine-3-carbaldehyde O=C1NC=CC=C1C=O